COC(C(C)C1=CC=C(C=C1)F)=O 2-(4-fluorophenyl)propionic acid methyl ester